COC1=CC=C(CN(C2=NC(=C(C(=C2)B2OC(C(O2)(C)C)(C)C)C(F)(F)F)C)CC2=CC=C(C=C2)OC)C=C1 N,N-bis(4-methoxybenzyl)-6-methyl-4-(4,4,5,5-tetramethyl-1,3,2-dioxaborolan-2-yl)-5-(trifluoromethyl)pyridine-2-amine